FC1=CC(=CC=2C=COC21)C2=NC=C(C=C2N2CCC(CCC2)C(=O)O)CCCOC 1-(2-(7-Fluorobenzofuran-5-yl)-5-(3-Methoxypropyl)Pyridin-3-yl)azepane-4-carboxylic acid